ClC1=CC(N(C(=N1)C)C1=C(C(=CC=C1)Cl)Cl)=O 6-chloro-3-(2,3-dichlorophenyl)-2-methylpyrimidin-4(3H)-one